cyclohexyl-1,3,4-oxadiazole C1(CCCCC1)C=1OC=NN1